C(C)OC(=O)N1C[C@@H]2[C@@H](N3CC(NC=4C=CC=C2C34)=O)CC1 (6bR,10aS)-2-oxo-2,3,6b,9,10,10a-hexahydro-1H,7H-pyrido[3',4':4,5]pyrrolo[1,2,3-de]quinoxaline-8-carboxylic acid ethyl ester